C(C)N1CC2=CC(=C(C=C2CC1)OC)NC=1N=NC(=C(N1)NC1=C(C=CC=C1)C(C)(C)O)C(=O)N ((2-Ethyl-6-methoxy-1,2,3,4-tetrahydroisoquinolin-7-yl)amino)-5-((2-(2-hydroxypropan-2-yl)phenyl)amino)-1,2,4-triazine-6-carboxamide